FC1=NC=CC(=C1)NC=1C=C2C3=C(C=NC2=CC1)C(C1=C3C=NC(=N1)C(F)(F)F)=O 2-((2-fluoropyridin-4-yl)amino)-9-(trifluoromethyl)-7H-pyrimido[5',4':3,4]cyclopenta[1,2-c]quinolin-7-one